C(C)C(COC(CCC(=O)OCC(CCCC)CC)=O)CCCC succinic acid di(2-ethylhexyl) ester